S-((8-benzyl-4-oxo-3,4-dihydroquinazolin-2-yl)methyl) ethanethioate C(C)(SCC1=NC2=C(C=CC=C2C(N1)=O)CC1=CC=CC=C1)=O